BrC1=CC=C(C=2C1=NSN2)C[C@@H](C(=O)OC)NC(C2=C(C=CC=C2F)F)=O methyl (S)-3-(7-bromobenzo[c][1,2,5]thiadiazol-4-yl)-2-(2,6-difluoro benzamido)propanoate